O=C1NC2=C(S(C3=C1C=CC=C3)(=O)=O)C=CC(=C2)C(=O)NCC=2C=NN(C2)C=2SC=CN2 11-oxo-N-((1-(thiazol-2-yl)-1H-pyrazol-4-yl)methyl)-10,11-dihydrodibenzo[b,f][1,4]thiazepine-8-carboxamide 5,5-dioxide